CO[C@H]1[C@@H](N(C1)C(=O)O[C@H]1C[C@H](CC1)C1=CC(=NN1)NC(CC1=CC(=NO1)C)=O)C (1R,3S)-3-(3-{[(3-methyl-1,2-oxazol-5-yl)acetyl]amino}-1H-pyrazol-5-yl)cyclopentyl (2S,3R)-3-methoxy-2-methylazetidine-1-carboxylate